2-((Cis-(4-(methoxycarbonyl)-2-methylpiperidin-1-yl)-2-oxoethoxy)ethoxy)acetic acid COC(=O)[C@@H]1C[C@@H](N(CC1)C(COCCOCC(=O)O)=O)C